NCC1=CC=C(C=C1)NC(C1=CC=C(C(=O)NC2=CC=C(C=N2)C=2CCNCC2)C=C1)=O N-(4-aminomethyl-phenyl)-N'-(1',2',3',6'-tetrahydro-[3,4']bipyridinyl-6-yl)-terephthalamide